ClC=1C=C(C=C(C1)F)[C@H]1N(C[C@@H](CC1)C)C(C(=O)NC=1C=C(C(=NC1)NC(OC(C)(C)C)=O)C)=O tert-butyl N-[5-[[2-[(2S,5R)-2-(3-chloro-5-fluoro-phenyl)-5-methyl-1-piperidyl]-2-oxo-acetyl]amino]-3-methyl-2-pyridyl]carbamate